N1(CCCC1)CC1=CC=C(S1)C1=CC=C(CNC(OC(C)(C)C)=O)C=C1 tert-butyl 4-(5-(pyrrolidin-1-ylmethyl)thiophen-2-yl)benzylcarbamate